4-butylmercaptomethyl-2,6-di-tert-butylphenol C(CCC)SCC1=CC(=C(C(=C1)C(C)(C)C)O)C(C)(C)C